ClC1=CC(=CN1)B(O)O 5-CHLORO-PYRROL-3-YLBORONIC ACID